NC1=CC2=CN(N=C2C=C1)C1CCC(CC1)CN1CCC(CC1)C1=CC=CC=2N(C(N(C21)C)=O)C2C(NC(CC2)=O)=O 3-[4-[1-[[4-(5-Aminoindazol-2-yl)cyclohexyl]methyl]-4-piperidyl]-3-methyl-2-oxo-benzimidazol-1-yl]piperidine-2,6-dione